C1(CC1)N1N=CC(=C1)C=1C=C(C=CC1)N(C(=O)[C@@H]1CC[C@H](CC1)NC(COCCO)=O)C[C@@H]1CC[C@H](CC1)C1=CC(=C(C=C1)OC)C trans-N-(3-(1-Cyclopropyl-1H-pyrazol-4-yl)phenyl)-4-(2-(2-hydroxyethoxy)acetamido)-N-((trans-4-(4-methoxy-3-methylphenyl)cyclohexyl)methyl)cyclohexanecarboxamide